C(C)(C)(C)OC(NC1(CCN(CC1)C1=NC=C(C(=C1[N+](=O)[O-])N)Br)C)=O.[Si](C1=CC=CC=C1)(C1=CC=CC=C1)(C(C)(C)C)OC1CCNCC1 4-((tert-butyldiphenylsilyl)oxy)piperidine tert-Butyl-N-[1-(4-amino-5-bromo-3-nitropyridin-2-yl)-4-methylpiperidin-4-yl]carbamate